BrC=1C(=C(OC2CCC(CC2)COCCN2CCN(CC2)C=2C=CC=C3C(=NN(C23)C)C2C(NC(CC2)=O)=O)C=CC1)C 3-(7-(4-(2-(((1r,4r)-4-(3-bromo-2-methylphenoxy)cyclohexyl)methoxy)ethyl)piperazin-1-yl)-1-methyl-1H-indazol-3-yl)piperidine-2,6-dione